C(C)(C)(C)OC(N[C@@H]([C@@H](C=O)C)C1=CC=C(C=C1)C#N)=O ((1S,2S)-1-(4-cyanophenyl)-2-methyl-3-oxopropyl)carbamic acid tert-butyl ester